O[C@H]1[C@@H](CCC=2C=CC(=CC12)C(=O)N)[C@H]1N2C(C3=CC=CC=C13)=CN=C2 (7S,8S)-8-hydroxy-7-((R)-5H-imidazo[5,1-a]isoindol-5-yl)-5,6,7,8-tetrahydronaphthalene-2-carboxamide